1-di-sec-butylamino-3-methylenehepta-4,6-diene C(C)(CC)N(CCC(C=CC=C)=C)C(C)CC